7-methoxy-2-(2-(trifluoromethyl)benzyl)pyrazolo[1,5-c]quinazolin-5-amine COC1=CC=CC=2C=3N(C(=NC12)N)N=C(C3)CC3=C(C=CC=C3)C(F)(F)F